tert-butyl 4-{[(1S)-5-[2-(2-aminopyridin-3-yl)-5-(pyrazol-1-yl)imidazo[4,5-b]pyridin-3-yl]-2,3-dihydro-1H-inden-1-yl]amino}piperidine-1-carboxylate NC1=NC=CC=C1C1=NC=2C(=NC(=CC2)N2N=CC=C2)N1C=1C=C2CC[C@@H](C2=CC1)NC1CCN(CC1)C(=O)OC(C)(C)C